FC(C(=O)O)(F)F.CN1N=CC(=C1)C=1C=CC=C(C1)O 5-(1-methyl-1H-pyrazol-4-yl)phenol trifluoroacetate